BrC1=CC=C(C=C1)S(=O)(=O)N1C[C@@H]([C@@H](CC1)NC1=C(C#N)C=C(C=N1)C(F)(F)F)O 2-(((3S,4R)-1-((4-bromophenyl)sulfonyl)-3-hydroxypiperidin-4-yl)amino)-5-(trifluoromethyl)nicotinonitrile